NCC=1C(=C(OCCO)C=CC1)F 2-[3-(Aminomethyl)-2-fluoro-phenoxy]ethanol